F[C@H]1[C@H]2C[C@@H](C[C@@H](C[C@@H]1OC=1N=CC(=NC1)C1=C(C=C(C=C1)N1C=NC=C1)O)N2)C 2-(5-(((1r,2s,3s,5s,7r)-2-fluoro-7-methyl-9-azabicyclo[3.3.1]non-3-yl)oxy)pyrazin-2-yl)-5-(1H-imidazol-1-yl)phenol